N-(4-((S)-2-(2-Chloropyridin-4-yl)propyl)-6-(((R)-1-hydroxy-4-methylpentan-2-yl)amino)-1,3,5-triazin-2-yl)methanesulfonamide ClC1=NC=CC(=C1)[C@H](CC1=NC(=NC(=N1)N[C@@H](CO)CC(C)C)NS(=O)(=O)C)C